C(C)(C)(C)C1=CC(=CC2=CC=CC=C12)C1=NC=C(C2=C1SC1=C2C=CC(=C1)CC(C)(C)C)N 1-(4-(tert-butyl)naphthalen-2-yl)-7-neopentylbenzo[4,5]thieno[2,3-c]pyridin-4-amine